(S)-4-((4-fluorophenyl)carbamoyl)-2-oxoimidazolidine-1-carboxylic acid tert-butyl ester C(C)(C)(C)OC(=O)N1C(N[C@@H](C1)C(NC1=CC=C(C=C1)F)=O)=O